FC=1C(=NC=C(C1)F)CNC(=O)C1=CN=C(S1)N1CCC(CC1)N1C[C@@H](CCC1)COCC1(CC1)CF |r| rac-N-[(3,5-Difluoropyridin-2-yl)methyl]-2-[3-({[1-(fluoromethyl)cyclopropyl]methoxy}methyl)[1,4'-bipiperidin]-1'-yl]-1,3-thiazole-5-carboxamide